copper (I) guanidine NC(=N)N.[Cu+]